CS(=O)(=O)N[C@H]1C[C@@H](N(C1)C(=O)OC(C)(C)C)C tert-butyl (2S,4S)-4-[(methanesulfonyl)amino]-2-methylpyrrolidine-1-carboxylate